2-(2-methyl-5-(4-(trifluoromethyl)pyrimidin-2-ylamino)benzamido)benzo[d]thiazole-6-carboxylic acid CC1=C(C(=O)NC=2SC3=C(N2)C=CC(=C3)C(=O)O)C=C(C=C1)NC1=NC=CC(=N1)C(F)(F)F